(1R,5S)-N-(1-cyclohexylpyrrolidin-3-yl)-3-(8-fluoro-7-(3-hydroxynaphthalen-1-yl)-2-((1-methylpyrrolidin-2-yl)methoxy)quinazolin-4-yl)-3,8-diazabicyclo[3.2.1]octane-8-carboxamide C1(CCCCC1)N1CC(CC1)NC(=O)N1[C@H]2CN(C[C@@H]1CC2)C2=NC(=NC1=C(C(=CC=C21)C2=CC(=CC1=CC=CC=C21)O)F)OCC2N(CCC2)C